tert-Butyl-2-[[3-[[(E,2S)-7-(dimethylamino)-2-(methoxycarbonylamino)-7-oxo-hept-5-enoyl]amino]-2-oxo-1-pyridyl]methyl]-5,7-difluoro-4-phenoxy-benzimidazol-1-carboxylat C(C)(C)(C)OC(=O)N1C(=NC2=C1C(=CC(=C2OC2=CC=CC=C2)F)F)CN2C(C(=CC=C2)NC([C@H](CC\C=C\C(=O)N(C)C)NC(=O)OC)=O)=O